BrC1=CC=C(C2=CN(N=C12)C)C(=O)N(CC)CC 7-bromo-N,N-diethyl-2-methyl-2H-indazole-4-carboxamide